ClC1=C(C(=O)NC=2C(=C(C=CC2F)NC(OC(C)(C)C)=O)F)C=C(C=C1)NC(=O)[C@@H]1C([C@H]1C1=CC(=C(C=C1)F)C(F)(F)F)(Cl)Cl tert-Butyl (3-(2-chloro-5-((1R,3R)-2,2-dichloro-3-(4-fluoro-3-(trifluoromethyl)phenyl)cyclopropane-1-carboxamido)benzamido)-2,4-difluorophenyl)carbamate